(2S)-2-ethoxy-3-[4-[2-(4-methyl-sulfonyloxyphenyl)ethoxy]phenyl]propanoic acid C(C)O[C@H](C(=O)O)CC1=CC=C(C=C1)OCCC1=CC=C(C=C1)OS(=O)(=O)C